F[C@@]1(CN(CC1)C1=NC=CC(=N1)NC=1N=CC2=C(C=CC(=C2C1)C(C)C)N1CC(C1)CS(=O)(=O)C)[C@@H](C)O (1R)-1-[(3S)-3-fluoro-1-[4-({8-[3-(methanesulfonylmeth-yl)azetidin-1-yl]-5-(propan-2-yl)isoquinolin-3-yl}amino)pyrimidin-2-yl]pyrrolidin-3-yl]ethan-1-ol